8-bromo-N-[(4S)-chroman-4-yl]-4-(dimethylamino)quinoline-3-sulfonamide BrC=1C=CC=C2C(=C(C=NC12)S(=O)(=O)N[C@H]1CCOC2=CC=CC=C12)N(C)C